F[C@@H](C(=O)NC1=CC=2C(C=3N=C(N=CC3C2C=C1)C(F)(F)F)=O)C (R)-2-fluoro-N-(9-oxo-2-(trifluoromethyl)-9H-indeno[2,1-d]pyrimidin-7-yl)propionamide